1-[5-[5-[(1R)-1-(3,5-dichloro-4-pyridyl)ethoxy]-1-tetrahydropyran-2-yl-indazol-3-yl]-3-fluoro-2-pyridyl]-N-isobutyl-3-methyl-azetidin-3-amine ClC=1C=NC=C(C1[C@@H](C)OC=1C=C2C(=NN(C2=CC1)C1OCCCC1)C=1C=C(C(=NC1)N1CC(C1)(NCC(C)C)C)F)Cl